(S)-2-chloro-N-(5-chloro-6-((R)-tetrahydrofuran-2-yl)pyridin-3-yl)-8,8-dimethyl-7,8-dihydro-6H-cyclopenta[e]pyrazolo[1,5-a]pyrimidine-6-carboxamide ClC1=NN2C(N=CC3=C2C(C[C@@H]3C(=O)NC=3C=NC(=C(C3)Cl)[C@@H]3OCCC3)(C)C)=C1